CC=1C=C(C=C(C1)C)C(C(=O)ONC(OCC(Cl)(Cl)Cl)=O)C 2,2,2-trichloroethyl ((2-(3,5-dimethylphenyl)propanoyl)oxy)carbamate